1-(2-methoxycyclopropyl)ethanone COC1C(C1)C(C)=O